CN(C=1SC(=CN1)C(=O)N1CCC(CC1)N1CC(CCC1)OCCC)CC1=NC=CC=C1 {2-[methyl(pyridin-2-ylmethyl)amino]-1,3-thiazol-5-yl}[3-propoxy[1,4'-bipiperidine]-1'-yl]methanone